C1(CCCCC1)C(COCC)(COCCC(C)C)CCC(Br)(F)F 2-cyclohexyl-2-(3,3-difluoro-3-bromopropyl)-1-ethoxy-3-isopentyloxypropane